[Cu]Br.C1(=CC=CC=C1)P(C1=CC=CC=C1)C1=CC=CC=C1 (triphenylphosphine) copper (I) bromide